tert-Butyl 4-chloro-2-iodo-1H-pyrrolo[2,3-b]pyridine-1-carboxylate ClC1=C2C(=NC=C1)N(C(=C2)I)C(=O)OC(C)(C)C